2-(1-Isopropyl-4-methyl-1H-imidazol-5-yl)-5-methoxy-N-(4-(1-methyl-4-(trifluoromethyl)-1H-imidazol-2-yl)benzyl)pyrimidin-4-amine C(C)(C)N1C=NC(=C1C1=NC=C(C(=N1)NCC1=CC=C(C=C1)C=1N(C=C(N1)C(F)(F)F)C)OC)C